N-[(1R)-1-[3,4-dimethoxy-5-(1-methylpyrazol-4-yl)phenyl]ethyl]-5-(3-hydroxyazetidin-1-yl)-2-methyl-benzamide COC=1C=C(C=C(C1OC)C=1C=NN(C1)C)[C@@H](C)NC(C1=C(C=CC(=C1)N1CC(C1)O)C)=O